C1(=CC=CC=C1)[S+](C)C phenyldimethyl-sulfonium